(25R)-5Alpha-spirostan C[C@H]1[C@H]2[C@H](C[C@H]3[C@@H]4CC[C@H]5CCCC[C@]5(C)[C@H]4CC[C@]23C)O[C@]12CC[C@@H](C)CO2